2-hydroxypropyl-N-ethyl-butanediamide OC(CC(C(=O)NCC)CC(=O)N)C